N1CC(CC1)S(=O)(=O)N 3-pyrrolidine-sulfonamide